C(C)(=O)OC=1C=C2C(=CNC2=CC1)CCN(CCC)CC 3-(2-(ethyl (propyl) amino) ethyl)-1H-indol-5-yl acetate